CC1=C(C=CC(=N1)C(=O)O)C#CC1=C(C=CC=C1)NS(=O)(=O)C=1C=CC=C2C=CC=NC12 6-methyl-5-{2-[2-(quinoline-8-sulfonamido)phenyl]ethynyl}pyridine-2-carboxylic acid